C(C)OC1=C(C=CC(=C1)[N+](=O)[O-])N1CCC(CC1)N(C)C 1-(2-ethoxy-4-nitrophenyl)-N,N-dimethylpiperidine-4-amine